C[C@]12CC[C@H]3[C@H]([C@@H]1CC[C@@H]2O[C@H]4[C@@H]([C@H]([C@@H]([C@H](O4)C(=O)O)O)O)O)CCC5=CC(=O)CC[C@]35C The molecule is a steroid glucosiduronic that is testosterone carrying a glucosiduronic acid residue at position 17. It has a role as a human metabolite. It is a 3-oxo steroid, a beta-D-glucosiduronic acid, an enone and a steroid glucosiduronic acid. It derives from a testosterone. It is a conjugate acid of a testosterone 17-O-(beta-D-glucuronide)(1-).